Cl.Cl.C[C@@H]1CN(C[C@@H](N1)C)C1=CC=C(N=N1)C1=NC=C(C=C1O)C1=CC2=CN(N=C2C(=C1)F)C 2-{6-[(3r,5s)-3,5-dimethylpiperazin-1-yl]pyridazin-3-yl}-5-(7-fluoro-2-methyl-2H-indazol-5-yl)pyridin-3-ol dihydrochloride